C(C)(C)SSCCCO (3-hydroxypropyl) isopropyl disulfide